6'-(((1S,3S)-3-((5-Chloropyrazin-2-yl)amino)cyclopentyl)amino)-5-(4-fluorophenyl)-2H-[1,3'-bipyridin]-2-one ClC=1N=CC(=NC1)N[C@@H]1C[C@H](CC1)NC1=CC=C(C=N1)N1C(C=CC(=C1)C1=CC=C(C=C1)F)=O